N1C(=S)N=C(N)C=C1 thiocytosine